O1CCN(CC1)C=1C2=C(N=C(N1)N/N=C/C=1C=C(C=CC1)C)N=C(S2)C(=O)NC=2C=NC=CC2 7-morpholino-5-[(2E)-2-(m-tolylmethylene)hydrazino]-N-(3-pyridyl)thiazolo[4,5-d]pyrimidine-2-carboxamide